2-(3-Trifluoromethylbenzyl)-2H-indazole-6-carboxylic acid FC(C=1C=C(CN2N=C3C=C(C=CC3=C2)C(=O)O)C=CC1)(F)F